4-(((1,3-dioxoisoindol-2-yl)methyl)phenyl)-1H-pyrrole-2-carbonitrile O=C1N(C(C2=CC=CC=C12)=O)CC1=C(C=CC=C1)C=1C=C(NC1)C#N